(6E)-6-[(6-chloro-1-methyl-1H-indazol-5-yl)imino]-3-[(1-methyl-1H-1,2,4-triazol-3-yl)methyl]-1-(2,4,5-trifluorobenzyl)-1,3,5-triazinE-2,4-dione ClC1=C(C=C2C=NN(C2=C1)C)\N=C\1/NC(N(C(N1CC1=C(C=C(C(=C1)F)F)F)=O)CC1=NN(C=N1)C)=O